C(CCC=CCCC=CC)=O 4,8-decadienal